(S)-(2-(3-(3-chloropyridin-2-ylamino)pyrrolidin-1-yl)-5-phenoxyphenyl)methanol ClC=1C(=NC=CC1)N[C@@H]1CN(CC1)C1=C(C=C(C=C1)OC1=CC=CC=C1)CO